(S)-4-((R)-10-Acryloyl-2-fluoro-4-methyl-14-oxo-8,8a,9,10,11,12-hexahydro-7H,14H-pyrazino[1',2':5,6][1,5]diazocino[3,2,1-hi]indol-3-yl)-2-amino-7-fluorobenzo[b]thiophene-3-carbonitrile C(C=C)(=O)N1C[C@@H]2N(C(C=3C=C(C(=C4C(=CN(C34)CC2)C)C2=CC=C(C=3SC(=C(C32)C#N)N)F)F)=O)CC1